C1(CC1)C1=CC(=C(C(=C1)Cl)N1N=C(C=C1)C=1C=CC(=C(C1)CNC(OC)=O)C)Cl methyl N-[[5-[1-(4-cyclopropyl-2,6-dichlorophenyl)-1H-pyrazol-3-yl]-2-methylphenyl]-methyl]carbamate